C(C)(C)(C)C1N([C@@H]([C@@H](OC1(F)F)C)CNC1=NC=C(C=C1Br)C(F)(F)F)C(=O)OCC(C)(C1CCN(CC1)C)C 2-methyl-2-(1-methylpiperidin-4-yl)propan-1-ol tert-butyl-(5R,6S)-5-(((3-bromo-5-(trifluoromethyl)pyridin-2-yl)amino)methyl)-2,2-difluoro-6-methylmorpholine-4-carboxylate